BrC1=C2C=C(C(=NC2=CC(=C1)C)C(=O)OCC)Cl ethyl 5-bromo-3-chloro-7-methylquinoline-2-carboxylate